NC1=C2N=CN(C2=NC(=N1)F)C1CC(C(O1)(CO)C#C)O 5-(6-amino-2-fluoro-purin-9-yl)-2-ethynyl-2-(hydroxymethyl)tetrahydrofuran-3-ol